4-(2-((6-(1,2,3-thiadiazol-5-yl)-1H-indazol-4-yl)oxy)ethoxy)-N-(3-(methoxymethyl)-5-(trifluoromethoxy)benzyl)butan-1-amine S1N=NC=C1C1=CC(=C2C=NNC2=C1)OCCOCCCCNCC1=CC(=CC(=C1)OC(F)(F)F)COC